OC=1C=C2C[C@@H](OC(C2=CC1O)(C)C)C(=O)OCC1=CC=CC=C1 benzyl (R)-6,7-dihydroxy-1,1-dimethylisochroman-3-carboxylate